CS(=O)(=O)C=1C=NC=C(C(=O)NCC2=NC=C3C=CC(=NC3=C2)C2=NC(=CC=C2)N2C[C@H](OCC2)C=2C=NC=CC2)C1 |r| (Racemic)-5-(methylsulfonyl)-N-((2-(6-(2-(pyridin-3-yl)morpholino)pyridin-2-yl)-1,6-naphthyridin-7-yl)methyl)nicotinamide